FC=1C=C(C=C(C1)OC)NC(=N)C1(CCNCC1)C N-(3-fluoro-5-methoxyphenyl)-4-methylpiperidine-4-carboximidamide